1-(prop-2-en-1-yl)-4-(trifluoromethyl)pyrazole C(C=C)N1N=CC(=C1)C(F)(F)F